(3-Chloro-4-fluorophenyl)-1-(2-methoxy-4-methylpyrimidin-5-yl)-1-((5-(trifluoromethyl)-1H-pyrazol-3-yl)methyl)urea ClC=1C=C(C=CC1F)NC(N(CC1=NNC(=C1)C(F)(F)F)C=1C(=NC(=NC1)OC)C)=O